N[C@@H](CCCNC(N)=N)C(=O)O L-Argininic acid